Cl.N[C@H]1C[C@H](C1)CS(=O)(=O)N(C)CCC=C 1-((cis)-3-aminocyclobutyl)-N-(but-3-en-1-yl)-N-methylmethanesulfonamide hydrochloride